FC1(CC(C1)CN1N=C(C(=C1)C)C(C(F)(F)F)C)F 1-((3,3-difluorocyclobutyl)methyl)-4-methyl-3-(1,1,1-trifluoropropan-2-yl)-1H-pyrazole